3-butoxybenzylidene-malonic acid dimethyl ester COC(C(C(=O)OC)=CC1=CC(=CC=C1)OCCCC)=O